{4-[4-({(1R)-1-[3-(difluoromethyl)-2-fluorophenyl]ethyl}amino)-2-methylpyrido[3,4-d]pyrimidin-6-yl]piperazin-1-yl}(1-fluorocyclopropyl)methanone FC(C=1C(=C(C=CC1)[C@@H](C)NC=1C2=C(N=C(N1)C)C=NC(=C2)N2CCN(CC2)C(=O)C2(CC2)F)F)F